FC=1C=C(C=CC1)C1=CNC2=NC=C(C=C21)C2=CC=C(CN1[C@@H]3CO[C@H](C1)C3)C=C2 (1S,4S)-5-(4-(3-(3-fluorophenyl)-1H-pyrrolo[2,3-b]pyridin-5-yl)benzyl)-2-oxa-5-azabicyclo[2.2.1]heptane